(3R)-4-(7-((2-fluorocyclopropyl)sulfonyl)-6-methyl-2-(1H-pyrazol-3-yl)-6,7,8,9-tetrahydro-2H-1,2,3,7-tetraazabenzo[cd]azulene-4-yl)-3-methylmorpholine FC1C(C1)S(=O)(=O)N1C(C=2C3=C(N(N=C3CC1)C1=NNC=C1)N=C(C2)N2[C@@H](COCC2)C)C